3-(3-cyano-6-(1-methyl-1H-pyrazol-4-yl)pyrazolo[1,5-a]pyridin-4-yl)-N-((6-(4-fluoro-1H-pyrazol-1-yl)pyridin-3-yl)methyl)-3,6-diazabicyclo[3.1.1]heptane-6-carboxamide C(#N)C=1C=NN2C1C(=CC(=C2)C=2C=NN(C2)C)N2CC1N(C(C2)C1)C(=O)NCC=1C=NC(=CC1)N1N=CC(=C1)F